Cl.CN(C)CC1CN(CCC1(O)C1=CC(=CC=C1)OC)S(=O)(=O)CC 3-((dimethylamino)methyl)-1-(ethylsulfonyl)-4-(3-methoxyphenyl)piperidin-4-ol hydrochloride